C1(=CC=CC=C1)NC(=O)C1=CC2=C(S1)C=CC=C2C=2C=C1C(=NC2)NC=C1 N-phenyl-4-(1H-pyrrolo[2,3-b]pyridin-5-yl)benzo[b]thiophene-2-carboxamide